C(CCCCCCCCCCCCCCC)N1C=C(C(C(=C1)O)=O)O N-hexadecyl-3,5-dihydroxypyridin-4-one